hexatriacontane-2,5,8,11,15,18,21,24,27,30,33-undecone CC(CCC(CCC(CCC(CCCC(CCC(CCC(CCC(CCC(CCC(CCC(CCC)=O)=O)=O)=O)=O)=O)=O)=O)=O)=O)=O